5-(3-(4-chloro-3-(trifluoromethyl)phenyl)ureido)-2-fluoro-N-(1H-pyrrolo[2,3-b]pyridin-5-yl)benzamide ClC1=C(C=C(C=C1)NC(NC=1C=CC(=C(C(=O)NC=2C=C3C(=NC2)NC=C3)C1)F)=O)C(F)(F)F